[Br-].CC=1N=C(SC1C)N1N([NH2+]C(=N1)C1=CC=CC=C1)C1=CC=CC=C1 L-3-(4,5-dimethylthiazol-2-yl)-2,5-diphenyltetrazolium bromide